FC=1C=C(C=C2C(=CC=NC12)C(C)NC(OCCCC)=O)C1=NC(=NC=C1F)NC1=NC=C(C=C1)N1CCN(CC1)C butyl (1-(8-fluoro-6-(5-fluoro-2-((5-(4-methylpiperazin-1-yl)pyridin-2-yl)amino)pyrimidin-4-yl)quinolin-4-yl)ethyl)carbamate